(R)- or (S)-2-Cyclopropyl-5-[1-(2-fluoro-6-methyl-phenyl)-piperidin-4-yl]-4-methyl-7-(2-trifluoromethylbenzyl)-2,4,5,7-tetrahydro-pyrazolo[3,4-d]pyrimidin-6-one C1(CC1)N1N=C2N(C(N([C@@H](C2=C1)C)C1CCN(CC1)C1=C(C=CC=C1C)F)=O)CC1=C(C=CC=C1)C(F)(F)F |o1:9|